FC(N1N=CC(=C1)[C@@H]1[C@H](C1)C=1C=2N(N=C(C1)C=1C(NC(NC1)=O)=O)C(=CN2)F)F 5-(8-((1S,2S)-2-(1-(difluoromethyl)-1H-pyrazol-4-yl)cyclopropyl)-3-fluoroimidazo[1,2-b]pyridazin-6-yl)pyrimidine-2,4(1H,3H)-dione